O=C1NC(CCC1N1C(C2=CC=C(C=C2C1=O)N1CCN(CC1)CC1=CC=C(C=C1)CC(=O)O)=O)=O 2-(4-((4-(2-(2,6-dioxopiperidin-3-yl)-1,3-dioxoisoindolin-5-yl)piperazin-1-yl)methyl)phenyl)acetic acid